(4-(1-Acrylpiperidin-4-yl)phenyl)-6-(1-methyl-1H-pyrazol-4-yl)pyrazolo[1,5-a]pyridine-3-carbonitrile C(=O)(C=C)N1CCC(CC1)C1=CC=C(C=C1)C1=NN2C(C=CC(=C2)C=2C=NN(C2)C)=C1C#N